(1S,2R,5R)-8-acetyl-N-hydroxy-3-((6-(4-(trifluoromethoxy)phenoxy)pyridin-3-yl)sulfonyl)-3,8-diazabicyclo[3.2.1]octane-2-carboxamide C(C)(=O)N1[C@@H]2[C@@H](N(C[C@H]1CC2)S(=O)(=O)C=2C=NC(=CC2)OC2=CC=C(C=C2)OC(F)(F)F)C(=O)NO